7-(6-fluoro-3-pyridyl)-5-methyl-pyrido[4,3-b]indole FC1=CC=C(C=N1)C=1C=CC=2C3=C(N(C2C1)C)C=CN=C3